(2S,3S,4R,5R)-5-(6-(benzylamino)-2-(5-methylpyridin-3-yl)-9H-purin-9-yl)-3,4-dihydroxyl-N-methyltetrahydro-thiophen-2-formamide C(C1=CC=CC=C1)NC1=C2N=CN(C2=NC(=N1)C=1C=NC=C(C1)C)[C@H]1[C@@H]([C@@H]([C@H](S1)C(=O)NC)O)O